5-(3-(4-(6-amino-8-oxo-7-(4-phenoxyphenyl)-7,8-dihydro-9H-purin-9-yl)-[1,4'-bipiperidin]-1'-yl)azetidin-1-yl)-2-(2,6-dioxopiperidin-3-yl)-6-fluoroisoindoline-1,3-dione NC1=C2N(C(N(C2=NC=N1)C1CCN(CC1)C1CCN(CC1)C1CN(C1)C=1C=C2C(N(C(C2=CC1F)=O)C1C(NC(CC1)=O)=O)=O)=O)C1=CC=C(C=C1)OC1=CC=CC=C1